[N+](=O)([O-])C=1C(=NNC1)C=1SC2=C(N1)C=CC=C2 2-(4-nitro-1H-pyrazol-3-yl)benzo[d]Thiazole